BrC1=C(C2=C(CN3[C@@H](CO2)CN(CC3)C(=O)OC(C)(C)C)C(=C1I)F)F Tert-butyl (12aR)-9-bromo-7,10-difluoro-8-iodo-3,4,12,12a-tetrahydro-6H-pyrazino[2,1-c][1,4]benzoxazepine-2(1H)-carboxylate